rel-1-((1R,2S,4S)-2-(4-((4-([1,2,4]triazolo[1,5-a]pyridin-7-yloxy)-2-fluoro-3-methylphenyl)amino)pyrido[3,2-d]pyrimidin-6-yl)-7-azabicyclo[2.2.1]heptan-7-yl)prop-2-en-1-one N=1C=NN2C1C=C(C=C2)OC2=C(C(=C(C=C2)NC=2C1=C(N=CN2)C=CC(=N1)[C@@H]1[C@H]2CC[C@@H](C1)N2C(C=C)=O)F)C |o1:27,28,31|